C(#N)C=1C=C(C=CC1)C=1CCN(CC1)C1=C(C(N(C2=CC=CC=C12)C)=O)C#N 4-[4-(3-Cyanophenyl)-3,6-dihydropyridin-1(2H)-yl]-1-methyl-2-oxo-1,2-dihydroquinoline-3-carbonitrile